4-tosyl-thienopyrimidine S(=O)(=O)(C1=CC=C(C)C=C1)C1=NC=NC2=C1SC=C2